1-[6-(2-fluoropropan-2-yl)pyridin-2-yl]-6-(methylsulfanyl)-2-(propan-2-yl)-1H,2H,3H-pyrazolo[3,4-d]pyrimidin-3-one FC(C)(C)C1=CC=CC(=N1)N1N(C(C=2C1=NC(=NC2)SC)=O)C(C)C